NC=1C=C(COC2=C3N=CNC3=NC(=N2)NC2=CC=C(C=C2)S(=O)(=O)CCN2CCN(CC2)C)C=CC1 6-((3-aminobenzyl)oxy)-N-(4-((2-(4-methylpiperazin-1-yl)ethyl)sulfonyl)phenyl)-9H-purin-2-amine